O1CC(C1)N1CC2=C(CC1)C(=NN2)C=O (6-(oxetan-3-yl)-4,5,6,7-tetrahydro-1H-pyrazolo[3,4-c]pyridin-3-yl)methanone